4-(4-[3-[(tert-Butoxycarbonyl)amino]propanamido]-1-methylimidazole-2-amido)-1-methylpyrrole-2-carboxylic acid methyl ester COC(=O)C=1N(C=C(C1)NC(=O)C=1N(C=C(N1)NC(CCNC(=O)OC(C)(C)C)=O)C)C